C(C1=CC=CC=C1)OC1=C(C(=O)OC)C=CC(=C1)N(C(=O)[C@@H]1N(CC1)S(=O)(=O)C1=C(C(=C(C(=C1F)F)F)F)F)CC1=NC=C(C=C1)C1CCCCC1 Methyl (R)-2-(benzyloxy)-4-(N-((5-cyclohexylpyridin-2-yl)methyl)-1-((perfluorophenyl)sulfonyl)azetidine-2-carboxamido)benzoate